2,2-dimethyl-4-oxobutanoic acid tert-butyl ester C(C)(C)(C)OC(C(CC=O)(C)C)=O